C1(CC1)C1C(NCC2=C(N1)C=CC=C2C2CC2)=O 2,6-dicyclopropyl-1,2,4,5-tetrahydro-3H-benzo[e][1,4]diazepin-3-one